3,6-Dioxa-octan-1,8-diamin C(COCCOCCN)N